2-[(tert-Butoxycarbonyl)amino]-3-aminopropionic acid C(C)(C)(C)OC(=O)NC(C(=O)O)CN